5-(4-amino-5-bromoimidazo[5,1-f][1,2,4]triazin-7-yl)tetrahydro-2H-pyran-2-carboxylic acid ethyl ester C(C)OC(=O)C1OCC(CC1)C1=NC(=C2C(=NC=NN21)N)Br